3-(2-(3-bromophenyl)-2-((tert-butyldimethylsilyl)oxy)ethyl)-4-methyl-4H-1,2,4-triazole BrC=1C=C(C=CC1)C(CC1=NN=CN1C)O[Si](C)(C)C(C)(C)C